(1-(2-methyl-6-(piperidin-1-ylmethyl)pyridin-3-yl)-1H-imidazol-4-yl)-N-(1-(methylsulfonyl)piperidin-4-yl)-5-(trifluoromethyl)pyrimidin-2-amine CC1=NC(=CC=C1N1C=NC(=C1)C1=NC(=NC=C1C(F)(F)F)NC1CCN(CC1)S(=O)(=O)C)CN1CCCCC1